OC1CC(CC(C1)O)N(CCCCCCCC(=O)N(CCCCCCCCCC)CCCCCCCCCC)CCCCCCCC(=O)N(CCCCCCCCCC)CCCCCCCCCC 8,8'-((3,5-dihydroxy-cyclohexyl)azanedi-yl)bis(N,N-didecyl-octanamide)